CN1CCC(CC1)OC=1C=C(N)C=CC1 3-((1-methylpiperidin-4-yl)oxy)aniline